C(C)C=1N=C(N(C1C#N)C1=C(C=C(C=C1)CC(C(F)(F)F)C)OC)CC ethyl-5-cyano-2-ethyl-1-(2-methoxy-4-(3,3,3-trifluoro-2-methylpropyl)phenyl)-1H-imidazole